3-(2-Methylpyridin-4-yl)-4-(3-sulfamoylphenylethynyl)-5-methyl-oxazole CC1=NC=CC(=C1)N1COC(=C1C#CC1=CC(=CC=C1)S(N)(=O)=O)C